N-((1R,2R,4S)-7-cyano-7-azabicyclo[2.2.1]heptan-2-yl)-1-(4-cyclopropyl-2-pyrimidinyl)-2,3-dihydro-1H-indole-5-carboxamide C(#N)N1[C@H]2[C@@H](C[C@@H]1CC2)NC(=O)C=2C=C1CCN(C1=CC2)C2=NC=CC(=N2)C2CC2